FC1=CC=C(C=C1)[C@@H](C)N (R)-1-(4-fluorophenyl)ethan-1-amine